OCC=1C=C(CNCCCCOCCNC2=NC3=C(C4=CN=CC=C24)C=CC(=C3)C(=O)N)C=CC1 5-((2-(4-((3-(hydroxymethyl)benzyl)amino)butoxy)ethyl)amino)benzo[c][2,6]naphthyridine-8-carboxamide